ammonium octanate C(CCCCCCC)(=O)[O-].[NH4+]